C(C)(C)(C)OC(=O)[C@@H]1N[C@H]([C@@]([C@H]1C1=CC(=CC=C1)Cl)(C1=C(C=C(C=C1)Cl)F)CN)CC1(CCCCC1)C (2R,3R,4S,5S)-4-(aminomethyl)-4-(4-chloro-2-fluorophenyl)-3-(3-chlorophenyl)-5-((1-methylcyclohexyl)methyl)pyrrolidine-2-carboxylic acid tert-butyl ester